bromo-N-((trans)-2-((3-chloro-2-fluorobenzyl)carbamoyl)cyclopentyl)benzofuran-5-carboxamide BrC=1OC2=C(C1)C=C(C=C2)C(=O)N[C@H]2[C@@H](CCC2)C(NCC2=C(C(=CC=C2)Cl)F)=O